ClC1=NC=C(C(=C1)NC(OC(C)(C)C)=O)C1=NN(C=C1)C1CC1 tert-butyl (2-chloro-5-(1-cyclopropyl-1H-pyrazol-3-yl)pyridin-4-yl)carbamate